(2S,4S)-4-((4-(nonanoyloxy)-3-((nonanoyloxy)methyl)butanoyl)oxy)-2-(((4-(nonanoyloxy)-3-((nonanoyloxy)methyl)butanoyl)oxy)methyl)pyrrolidin-1-ium trifluoroacetate FC(C(=O)[O-])(F)F.C(CCCCCCCC)(=O)OCC(CC(=O)O[C@H]1C[C@H]([NH2+]C1)COC(CC(COC(CCCCCCCC)=O)COC(CCCCCCCC)=O)=O)COC(CCCCCCCC)=O